1-Butene-2,4-dicarboxylic acid C=C(CCC(=O)O)C(=O)O